vinyl-boric acid C(=C)OB(O)O